3,4,6-trimethylcyclohexanol CC1CC(C(CC1C)C)O